ClC(C(F)(F)F)(C(F)F)F 2-chloro-1,1,1,2,3,3-hexafluoropropane